ClC=1C=C2C(C(=CN(C2=CC1N1[C@H]([C@H](CC1)O)COC1=NC=CC=C1Cl)C=1C=NC(=CC1)N1CC(C1)N(C)C)C(=O)O)=O 6-chloro-7-((2S,3S)-2-(((3-chloropyridin-2-yl)oxy)methyl)-3-hydroxypyrrolidin-1-yl)-1-(6-(3-(dimethylamino)azetidin-1-yl)pyridin-3-yl)-4-oxo-1,4-dihydroquinoline-3-carboxylic acid